N-benzoyl-4,6-dichloroindole-3-formaldehyde C(C1=CC=CC=C1)(=O)N1C=C(C2=C(C=C(C=C12)Cl)Cl)C=O